CN(C1=NC=C(C=N1)NC(=O)N1CC=2NN=CC2C1)C1CCNCC1 N-(2-(methyl(piperidin-4-yl)amino)pyrimidin-5-yl)-4,6-dihydro-pyrrolo[3,4-c]pyrazole-5(1H)-carboxamide